C(C1=CC=CC=C1)N1C(=NC=C1C1=CC=C(C=C1)C(F)(F)F)C(=O)C1=CC=C(C=C1)C(F)(F)F (1-benzyl-5-(4-(trifluoromethyl)phenyl)-1H-imidazol-2-yl)(4-(trifluoromethyl)phenyl)methanone